BrC1=C2C(=CNC2=CC=C1)C1(NC2=CC=C(C=C2C1=O)Cl)C1=CC=CC=C1 2-(4-bromo-1H-indol-3-yl)-5-chloro-2-phenylindol-3-one